BrC=1C=C2C(=NC1)N(N=C2C#N)COCC[Si](C)(C)C 5-bromo-1-[[2-(trimethylsilyl)ethoxy]methyl]pyrazolo[3,4-b]pyridine-3-carbonitrile